(2S,4R)-1-acetyl-N-[(R) or (S)-(5-cyclopropylpyridin-2-yl)(phenyl)methyl]-4-fluoropyrrolidine-2-carboxamide C(C)(=O)N1[C@@H](C[C@H](C1)F)C(=O)N[C@H](C1=CC=CC=C1)C1=NC=C(C=C1)C1CC1 |o1:12|